4-(2-fluoro-6-methoxyphenyl)-6-methyl-N-{5-[(4-methylphenyl)carbamoyl]-1,3,4-thiadiazol-2-yl}pyridine-3-carboxamide FC1=C(C(=CC=C1)OC)C1=C(C=NC(=C1)C)C(=O)NC=1SC(=NN1)C(NC1=CC=C(C=C1)C)=O